CC1(OB(OC1(C)C)C1=C2C(=NC=C1)N(N=C2)COCC[Si](C)(C)C)C 4-(4,4,5,5-tetramethyl-1,3,2-dioxaborolan-2-yl)-1-((2-(trimethylsilyl)ethoxy)methyl)-1H-pyrazolo[3,4-b]pyridine